4-(6-amino-2-chloro-9H-purin-9-yl)-N-(propan-2-yl)cyclohexanecarboxamide NC1=C2N=CN(C2=NC(=N1)Cl)C1CCC(CC1)C(=O)NC(C)C